4-(p-n-butylphenyl-diazenyl)phenol C(CCC)C1=CC=C(C=C1)N=NC1=CC=C(C=C1)O